BrC=1C=CC(=C(NC2=CC=C(C=C2)C2CN(C2)C(=O)OC(C)(C)C)C1)[N+](=O)[O-] tert-butyl 3-[4-(5-bromo-2-nitro-anilino)phenyl]azetidine-1-carboxylate